FC1=C(C=C(C(=C1)C)C=1C=CC=2N=C(N=CC2N1)NC)NC(=O)C1=NN(C(=C1)S(=O)C)C1=CC=C(C=C1)F N-(2-fluoro-4-methyl-5-(2-(methylamino)pyrido[3,2-d]pyrimidin-6-yl)phenyl)-1-(4-fluorophenyl)-5-(methylsulfinyl)-1H-pyrazole-3-carboxamide